CC1=NOC(=C1C=1C=C(C=CC1)C1N(OCC1)C1=CC(=NC=N1)NC=1C(=CC(=C(C1)NC(C=C)=O)N1CCN(CC1)C)OC)C N-(5-((6-(3-(3-(3,5-dimethylisoxazol-4-yl)phenyl)isoxazolidin-2-yl)pyrimidin-4-yl)amino)-4-methoxy-2-(4-methylpiperazin-1-yl)phenyl)acrylamide